ClCC=1N=NC=C(C1)C 3-(chloromethyl)-5-methyl-pyridazine